8-(4-chloro-2-fluoro-phenyl)-2,3-dimethyl-6-[(2R)-2-(2-methyl-4-pyridyl)morpholin-4-yl]pyrimido[5,4-d]pyrimidin-4-one ClC1=CC(=C(C=C1)C1=NC(=NC2=C1N=C(N(C2=O)C)C)N2C[C@H](OCC2)C2=CC(=NC=C2)C)F